C(CC)\C(=C/C(=O)OCCCCCCN(CCCCCCOC(C=C(CCCCCCCCCC)CCC)=O)CCCO)\CCCCCCCCCC ((3-hydroxypropyl)azanediyl)bis(hexane-6,1-diyl) (2E,2'E)-bis(3-propyltridec-2-enoate)